ClC1=CC(=C(C=C1)C1CCN(CC1)C1=C(CSC2=CC=C(C=C2)S(=O)(=O)N(C)C)C=CC=C1)F 4-((2-(4-(4-chloro-2-fluorophenyl)piperidin-1-yl)benzyl)thio)-N,N-dimethylbenzenesulfonamide